aminodibenz(a,h)anthracene NC1=CC=CC=2C1=C1C=C3C=CC4=C(C3=CC1=CC2)C=CC=C4